OC=1C(=CC2=CN(N=C2C1C)C)C1=NC=2C=CN(C(C2C=C1)=O)[C@H]1CNCC1 2-(6-hydroxy-2,7-dimethyl-indazol-5-yl)-6-[(3R)-pyrrolidin-3-yl]-1,6-naphthyridin-5-one